N-((2-methoxy-5-(4-(methoxymethyl)tetrahydro-2H-pyran-4-yl)phenyl)sulfonyl)-8-methyl-5-(pyridin-2-yl)quinoline-2-carboxamide COC1=C(C=C(C=C1)C1(CCOCC1)COC)S(=O)(=O)NC(=O)C1=NC2=C(C=CC(=C2C=C1)C1=NC=CC=C1)C